COC1=CC=C(C=C1)[B-](C1=CC=C(C=C1)OC)(C1=CC=C(C=C1)OC)C1=CC=C(C=C1)OC.C1(=CC=CC=C1)[P+](C1=CC=CC=C1)(C1=CC=CC=C1)C1=CC=CC=C1 tetraphenylphosphonium tetra(4-methoxyphenyl)borate